C(C)(C)(C)OC(=O)N1CCN(C2=CC=CC(=C12)C)CC(=O)OCC 4-(2-ethoxy-2-oxo-ethyl)-8-methyl-2,3-dihydroquinoxaline-1-carboxylic acid tert-butyl ester